S1C(=CC=C1)CN Thiophene-2-ylmethylamine